O1CC(CC1)N1CCNCC1 4-(tetrahydrofuran-3-yl)piperazin